methyl 4-(((1-((3r,5r,7r)-adamantan-1-yl)propan-2-yl) (methyl)amino)methyl)benzoate C12(CC3CC(CC(C1)C3)C2)CC(C)N(C)CC2=CC=C(C(=O)OC)C=C2